ClC1=C2C(=C(C(N(C2=CC=C1)C)=O)C(=O)NC1=CC=CC=C1)O.[Li] lithium 5-chloro-4-hydroxy-1-methyl-2-oxo-N-phenyl-quinoline-3-carboxamide salt